C(C=C)(=O)OCCCCCCCCCC[Si](O)(O)O acryloyloxydecyltrihydroxysilane